ClC=1C=C(C=NC1)C1=NC=2C=CC3=C(C2C=C1)C1=C(S3)C(N[C@@H](CN1)C)=O (R)-3-(5-chloropyridin-3-yl)-10-methyl-9,10,11,12-tetrahydro-8H-[1,4]diazepino[5',6':4,5]thieno[3,2-f]quinolin-8-one